2,2'-dicarboxyl-4,4'-dinitrobiphenyl C(=O)(O)C1=C(C=CC(=C1)[N+](=O)[O-])C1=C(C=C(C=C1)[N+](=O)[O-])C(=O)O